FCCCN1C[C@H](CC1)OC1=CC=C(C=C1)C1=C(CSC2=CC(=CC=C12)O)C=1C=C2CCNC2=CC1 4-[4-[(3S)-1-(3-fluoropropyl)pyrrolidin-3-yl]oxyphenyl]-3-indolin-5-yl-2H-thiochromen-7-ol